N-((1s,3s)-3-(6-(((1-((1-((2-(2,6-dioxopiperidin-3-yl)-1,3-dioxoisoindoline-4-yl)glycyl)piperidin-4-yl)methyl)piperidin-4-yl)methyl)amino)-9H-purin-9-yl)cyclobutyl)-2-phenylacetamide O=C1NC(CC[C@@H]1N1C(C2=CC=CC(=C2C1=O)NCC(=O)N1CCC(CC1)CN1CCC(CC1)CNC1=C2N=CN(C2=NC=N1)C1CC(C1)NC(CC1=CC=CC=C1)=O)=O)=O